tert-butyl 4-methylsulfanyl-2,3,7,10-tetrazatricyclo[7.4.0.02,6]trideca-1(9),3,5,7-tetraene-10-carboxylate CSC1=NN2C=3CCCN(C3C=NC2=C1)C(=O)OC(C)(C)C